COC(=O)[C@@H]1C(NC([C@H]1C1=CC=C(C=C1)OC)(C)C)=O |r| (±)-trans-4-(4-methoxyphenyl)-5,5-dimethyl-2-oxopyrrolidine-3-carboxylic acid methyl ester